FC=1C=C(C=C(C1F)F)[Li] 3,4,5-trifluorophenyllithium